C[C@@H]1N(C[C@H](NC1)C)C1=NC=C(C=N1)S(=O)(=O)C(C)C 2-[(2S,5R)-2,5-dimethylpiperazin-1-yl]-5-(propane-2-sulfonyl)pyrimidine